1,2-Bis(2,3-epoxypropoxy)ethan C(C1CO1)OCCOCC1CO1